BrC1=C(C=C(C(=C1)Cl)C(=C)OCC)C 1-bromo-5-chloro-4-(1-ethoxyvinyl)-2-methyl-benzene